S(=O)(=O)(OCC)[O-] beta-ethyl sulfate